C1(CC1)C1=CC(=C(C=N1)N1C(O[C@]2(C1)C[C@@](CCC2)(C)CN2C=NC1=C2C=C(C=C1)C#N)=O)OC 1-(((5S,7S)-3-(6-cyclopropyl-4-methoxypyridin-3-yl)-7-methyl-2-oxo-1-oxa-3-azaspiro[4.5]decan-7-yl)methyl)-1H-benzo[d]imidazole-6-carbonitrile